4-(4-amino-7-bromo-2-iodo-1-methylpyrrolo[3,2-c]pyridin-3-yl)-2-fluoro-N-(2,2,2-trifluoroethyl)benzamide NC1=NC=C(C2=C1C(=C(N2C)I)C2=CC(=C(C(=O)NCC(F)(F)F)C=C2)F)Br